6-(((1S,2S,4S)-4-(5-chloro-6-(trifluoromethyl)pyridin-2-yl)-2-(dimethylamino)-cyclohexyl)oxy)-2-methyl-N-(pyrimidin-4-yl)pyridine-3-sulfonamide ClC=1C=CC(=NC1C(F)(F)F)[C@@H]1C[C@@H]([C@H](CC1)OC1=CC=C(C(=N1)C)S(=O)(=O)NC1=NC=NC=C1)N(C)C